FC(C=1N=CC(=NC1)NCC1=CC=C(C=C1)OC)F 5-(difluoromethyl)-N-[(4-methoxyphenyl)methyl]pyrazin-2-amine